C=1(C(=C(C(N)=CC1)S(=O)(=O)O)S(=O)(=O)O)C1=CC=C(N)C=C1 Benzidinedisulfonic acid